FC(C1=CC=C(C=C1)N1N=CC=2C(=CC=CC12)O)(F)F 1-(4-(trifluoromethyl)phenyl)-1H-indazol-4-ol